BrC1=CC(=NC=C1)C1(COC1)NC(C)=O N-(3-(4-bromopyridin-2-yl)oxetan-3-yl)acetamide